ClC1=NC(=CC2=C1C=CN2C(C)C)Cl 4,6-dichloro-1-isopropyl-1H-pyrrolo[3,2-c]pyridine